5-(methoxymethyl)furan-2-carbonyl chloride COCC1=CC=C(O1)C(=O)Cl